5-[4-amino-5-(trifluoromethyl)-pyrrolo[2,1-f][1,2,4]triazin-7-yl]-N-[(3R,4S)-4-fluoro-1-(3-hydroxy-3-methylbutan-2-yl)pyrrolidin-3-yl]-2-methoxy-pyridine-3-carboxamide NC1=NC=NN2C1=C(C=C2C=2C=C(C(=NC2)OC)C(=O)N[C@@H]2CN(C[C@@H]2F)C(C)C(C)(C)O)C(F)(F)F